O(N(C(=O)N)S(=O)(=O)C1=CC=CC=C1)N(C(=O)N)S(=O)(=O)C1=CC=CC=C1 oxy-bis(benzenesulfonylurea)